C(C1=CC=CC=C1)OC1=C(N2C(C3=C(C=CC=C13)C1=CCCCC1)=NC=N2)C(=O)NCC(=O)OCC ethyl (6-(benzyloxy)-10-(cyclohex-1-en-1-yl)-[1,2,4]triazolo[5,1-a]isoquinoline-5-carbonyl)glycinate